(2R,4R)-1-(3-chloro-2-fluorobenzyl)-4-((3'-fluoro-6'-((5-methyl-1H-pyrazol-3-yl)amino)-[2,4'-bipyridinyl]-2'-yl)methyl)-2-methylpiperidine-4-carboxylic acid ClC=1C(=C(CN2[C@@H](C[C@@](CC2)(C(=O)O)CC2=NC(=CC(=C2F)C2=NC=CC=C2)NC2=NNC(=C2)C)C)C=CC1)F